ClC=1C(=NC=C(C1)C1(CC(C1)O)C#N)NC(OC(C)(C)C)=O tert-butyl (3-chloro-5-(1-cyano-3-hydroxycyclobutyl)pyridin-2-yl)carbamate